3-(3-(piperazin-1-yl)phenoxy)piperidine-2,6-dione N1(CCNCC1)C=1C=C(OC2C(NC(CC2)=O)=O)C=CC1